BrC=1C=C2C(=CN(C2=CC1)S(=O)(=O)C1=CC=C(C)C=C1)C(C(F)F)=O 1-(5-bromo-1-p-toluenesulfonyl-1H-indol-3-yl)-2,2-difluoroethan-1-one